COCC1=NN(C2=CC=C(C=C12)[N+](=O)[O-])COCC[Si](C)(C)C 3-(methoxymethyl)-5-nitro-1-((2-(trimethylsilyl)ethoxy)methyl)-1H-indazole